N1N=C(C2=CC=CC=C12)C1=CC=C(C=C1)NC(=O)NCC1=CC=NC=C1 1-[4-(1H-Indazol-3-yl)-phenyl]-3-pyridin-4-ylmethyl-urea